(3R,4S)-3-fluoro-4-(prop-2-ynyloxy)piperidine-1-carboxylic acid 2-methylpropan-2-yl ester CC(C)(C)OC(=O)N1C[C@H]([C@H](CC1)OCC#C)F